2-Methylene-1,3-dioxepan C=C1OCCCCO1